C(C)(=O)C(C(=O)O)(CCC(CC)=O)CCC(CC)=O 2-acetyl-5-oxo-2-(3-oxopentyl)heptanoic acid